O=C1NCC2=CC=C(C=C12)CCNC(OCC1=CC=CC=C1)=O benzyl (2-(3-oxoisoindolin-5-yl)ethyl)carbamate